C12(CC3CC(CC(C1)C3)C2)CCON=C2CCC3(CCN(C3C2)C)C2=CC(=C(C=C2)OC)OC N-[2-(1-adamantyl)ethoxy]-3a-(3,4-dimethoxyphenyl)-1-methyl-2,3,4,5,7,7a-hexahydroindol-6-imine